lithium 6-(((1-methylcyclopropyl)amino)methyl)imidazo[1,2-a]pyridine-8-carboxylate CC1(CC1)NCC=1C=C(C=2N(C1)C=CN2)C(=O)[O-].[Li+]